C(C)OC=1C=2N(C=C(N1)C(=O)NC=1C(=NC=CC1)OC)C=C(N2)[C@H]2COCC2 (S)-8-ethoxy-N-(2-methoxypyridin-3-yl)-2-(tetrahydrofuran-3-yl)imidazo[1,2-a]pyrazine-6-carboxamide